glycidyl-oxymethylstyrene C(C1CO1)OCC=CC1=CC=CC=C1